6-(3-chloro-4-methyl-phenyl)-3-methyl-2,3,4,5-tetrahydropyridine ClC=1C=C(C=CC1C)C=1CCC(CN1)C